(R)-1-(2-((S)-3-Aminopiperidin-1-yl)-1H-benzo[d]imidazol-1-yl)-2,3-dihydro-1H-inden-5-carbonitril N[C@@H]1CN(CCC1)C1=NC2=C(N1[C@@H]1CCC3=CC(=CC=C13)C#N)C=CC=C2